(N-[4-amino-5-[4-(dimethylamino)benzoyl]thiazol-2-yl]-4-fluoro-anilino)propanamide NC=1N=C(SC1C(C1=CC=C(C=C1)N(C)C)=O)N(C1=CC=C(C=C1)F)C(C(=O)N)C